(R)-N-(pyrrolidin-3-yl)pyrimidin-2-amine N1C[C@@H](CC1)NC1=NC=CC=N1